(+-)-4-((trans)-4-(difluoromethoxy)piperidin-2-yl)benzoic acid methyl ester COC(C1=CC=C(C=C1)[C@@H]1NCC[C@H](C1)OC(F)F)=O |r|